ClC1=C(C=CC(=C1)Cl)C=1C(NC2=CC=C(C=C2C1)C1=CC=C(C=C1)N1CCN(CC1)C(C)C)=O 3-(2,4-dichlorophenyl)-6-{4-[4-(propan-2-yl)piperazin-1-yl]phenyl}-1,2-dihydro-quinolin-2-one